C=CC=CCCCCCCCC(CCCCCC)=O 12-octadecadienone